NC1=NC=CC=C1C1=NC=2C(=NC(=CC2)C2=NN(C=N2)C)N1C1=CC=C(CN2CCC(CC2)NC2=NC(=NC=C2)C#N)C=C1 4-((1-(4-(2-(2-Aminopyridin-3-yl)-5-(1-methyl-1H-1,2,4-triazol-3-yl)-3H-imidazo[4,5-b]pyridin-3-yl)benzyl)piperidin-4-yl)amino)pyrimidine-2-carbonitrile